CN1C(C2=C(CC=C1)C(=CN2)C2=NC(=NC=C2C(F)(F)F)NC2CNCCC2)=O 7-methyl-3-{2-[(piperidin-3-yl)amino]-5-(trifluoromethyl)pyrimidin-4-yl}-1H,4H,7H,8H-pyrrolo[2,3-c]azepin-8-one